N(=[N+]=[N-])C[C@@H](CCO[Si](C1=CC=CC=C1)(C1=CC=CC=C1)C(C)(C)C)O (2R)-1-azido-4-[tert-butyl-(diphenyl)silyl]oxy-butan-2-ol